2,4-dimethyl-4,4'-bipyridine CC1=NC=CC(C1)(C1=CC=NC=C1)C